N1(N=CC=C1)CCNC(=O)C1=NOC(=C1)C=1SC=C(C1)C N-(2-(1H-pyrazol-1-yl)ethyl)-5-(4-methylthiophen-2-yl)isoxazole-3-carboxamide